Methyl 1-(pyridin-3-ylmethyl)pyrrolidine-3-carboxylate N1=CC(=CC=C1)CN1CC(CC1)C(=O)OC